COC=1C=C2C(=CC=NC2=CC1OC)OS(=O)(=O)C(F)(F)F trifluoromethanesulfonic acid 6,7-dimethoxy-quinolin-4-yl ester